4-((7-((adamantan-1-yl)amino)heptyl)thio)-2-(2,6-dioxopiperidin-3-yl)-5-fluoroisoindoline C12(CC3CC(CC(C1)C3)C2)NCCCCCCCSC2=C3CN(CC3=CC=C2F)C2C(NC(CC2)=O)=O